C(C1=CC=NC=C1)NN=CC1=C(C(=NC=C1CO)C)O Pyridoxal Isonicotinylhydrazone